C(C)S(=O)(=O)SC1CCS(C1)(=O)=O 4-ethylsulfonylthiotetrahydrothiophene-1,1-dioxide